FC=1C=C(C=C(C1C=1C=C2C(=CN1)NN=C2C=2C=NN(C2)C)C)CNC (3-fluoro-5-methyl-4-(3-(1-methyl-1H-pyrazol-4-yl)-1H-pyrazolo[3,4-c]pyridin-5-yl)phenyl)-N-methylmethanamine